FC=1C=CC=C2[C@@H](N(C(=NC12)N1CCN(CC1)C1=CC(=CC=C1)OC)C1=C(C=CC(=C1)C(F)(F)F)OC)CC(=O)O (S)-{8-Fluoro-2-[4-(3-methoxyphenyl)-1-piperazinyl]-3-[2-methoxy-5-(trifluoromethyl)phenyl]-3,4-dihydro-4-quinazolinyl}acetic acid